2-chloro-N-(3,3-difluorocyclobutyl)-4-[[(3,4-dimethylpyrimido[4',5':4,5]thieno[2,3-c]pyridazin-8-yl)amino]methyl]benzamide ClC1=C(C(=O)NC2CC(C2)(F)F)C=CC(=C1)CNC1=NC=NC2=C1SC=1N=NC(=C(C12)C)C